C(C)(C)(C)C1=NN(C(=C1)NC1=NC=C(C(=N1)NC1=C(C(=CC=C1)C1=NN(C=N1)C)OC)C(=O)O)C 2-(3-tert-Butyl-1-methyl-1H-pyrazol-5-ylamino)-4-(2-methoxy-3-(1-methyl-1H-1,2,4-triazol-3-yl)phenylamino)pyrimidine-5-carboxylic acid